Azabenzoimidazole N1=NNC2=C1C=CC=C2